O1C(=CC=C1C(=O)OCCO)C(=O)OCCO bishydroxyethyl 2,5-furandicarboxylate